(2R,6S)-2-(hydroxymethyl)-6-methyl-1,4-oxazepan-6-ol OC[C@@H]1OC[C@](CNC1)(O)C